FC(CC)(F)C=1C=C(C=CC1)NC(=O)C=1[N+](=C(NC1C)C=1C=C(C(=CC1)OC)C1=C(C=CC=C1C)C)[O-] 4-((3-(1,1-difluoropropyl)phenyl)carbamoyl)-2-(6-methoxy-2',6'-dimethyl-[1,1'-biphenyl]-3-yl)-5-methyl-1H-imidazole 3-oxide